1-tert-Butoxycarbonyl-3-acetoxyazetidine C(C)(C)(C)OC(=O)N1CC(C1)OC(C)=O